N'-((3-cyclopropyl-2-(trifluoromethyl)-6,7-dihydro-5H-cyclopenta[b]pyridin-4-yl)carbamoyl)-4-fluoro-1H-pyrazole-3-sulfonimidamide C1(CC1)C=1C(=C2C(=NC1C(F)(F)F)CCC2)NC(=O)N=S(=O)(N)C2=NNC=C2F